CC(CC(C(NC1=CC=C(C=C1)C1=C2C(=NC=C1)N(C=C2)S(=O)(=O)C2=CC=CC=C2)=O)NC(OC(C)(C)C)=O)(C)C tert-Butyl (4,4-dimethyl-1-oxo-1-((4-(1-(phenylsulfonyl)-1H-pyrrolo[2,3-b]pyridin-4-yl)phenyl)amino)pentan-2-yl)carbamate